Tert-Butyl cis-3-amino-2-(3-bromobenzyl)pyrrolidine-1-carboxylate N[C@@H]1[C@@H](N(CC1)C(=O)OC(C)(C)C)CC1=CC(=CC=C1)Br